FC(OC=1C=C2C(=NC1)NC=C2)(F)F 5-(trifluoromethoxy)-1H-pyrrolo[2,3-b]pyridine